1-(3-(3,5-Difluoro-4-((6S,7S)-7-Isobutyl-8-methyl-6,7,8,9-tetrahydro-3H-pyrazolo[3,4-h]isochinolin-6-yl)-phenoxy)-azetidin-1-yl)-2-methylpropan FC=1C=C(OC2CN(C2)CC(C)C)C=C(C1[C@H]1[C@@H](N(CC=2C3=C(C=CC12)NN=C3)C)CC(C)C)F